(1R,3S,5R)-2-(2-(3-acetyl-5-(2-methylpyrimidin-5-yl)-1H-pyrazolo[3,4-c]pyridin-1-yl)acetyl)-N-(6-bromo-3-fluoropyridin-2-yl)-5-methyl-2-azabicyclo[3.1.0]hexane-3-carboxamide C(C)(=O)C1=NN(C2=CN=C(C=C21)C=2C=NC(=NC2)C)CC(=O)N2[C@@H]1C[C@@]1(C[C@H]2C(=O)NC2=NC(=CC=C2F)Br)C